ammonium-phosphate salt P(=O)([O-])([O-])[O-].[NH4+].[NH4+].[NH4+]